OC1=C(C=C(C=O)C=C1)C(F)(F)F 4-hydroxy-3-(trifluoromethyl)benzaldehyde